N-[(3-chloro-5-methoxy-phenyl)methyl]-2,2-dimethoxy-ethylamine ClC=1C=C(C=C(C1)OC)CNCC(OC)OC